Cl.NCC1=NOC(C1)(C(=O)OCC)C(C1=CC=CC=C1)O Ethyl 3-(aminomethyl)-5-(hydroxy(phenyl)methyl)-4,5-dihydroisoxazole-5-carboxylate hydrochloride